N-(6-(R-(2-Hydroxybutyl)ureido)-2,3-diphenylquinolin-4-yl)methanesulfonamide O[C@@H](CNC(NC=1C=C2C(=C(C(=NC2=CC1)C1=CC=CC=C1)C1=CC=CC=C1)NS(=O)(=O)C)=O)CC